4-(3-(3-chloro-4-methylphenoxy)-5-methylphenyl)-N-(4,4-difluorocyclohexyl)-6-methyl-7-oxo-6,7-dihydro-1H-pyrrolo[2,3-c]pyridine-2-carboxamide ClC=1C=C(OC=2C=C(C=C(C2)C)C=2C3=C(C(N(C2)C)=O)NC(=C3)C(=O)NC3CCC(CC3)(F)F)C=CC1C